Cl.CC1=C(N=NN1C1CCNCC1)C1=CC=2N(C(=C1)O[C@H](C)C=1SC(=NN1)C)C(=CN2)C#N 7-[5-Methyl-1-(4-piperidyl)triazol-4-yl]-5-[(1R)-1-(5-methyl-1,3,4-thiadiazol-2-yl)ethoxy]imidazo[1,2-a]pyridine-3-carbonitrile HCl